N-{(1S)-1-(4-Methylcyclohexyl)-2-oxo-2-[(2-oxospiro-[1H-pyrrolo[3,2-c]pyridine-3,4'-oxane]-6-yl)amino]ethyl}-3-(trifluoromethyl)isoxazole-4-carboxamide CC1CCC(CC1)[C@@H](C(NC1=CC2=C(C=N1)C1(CCOCC1)C(N2)=O)=O)NC(=O)C=2C(=NOC2)C(F)(F)F